NC=1C=2N(C3=CC(=CC=C3N1)C(=O)N(C1COC3=NC(=CC=C31)C(F)(F)F)C)C=NC2 4-amino-N-methyl-N-(6-(trifluoromethyl)-2,3-dihydrofuro[2,3-b]pyridin-3-yl)imidazo[1,5-a]quinoxaline-8-carboxamide